racemic-4-((1S)-1-(2-cyclobutyl-2-((4-(trifluoromethyl)benzyl)oxy)acetamido)ethyl)benzoic acid C1(CCC1)[C@H](C(=O)N[C@@H](C)C1=CC=C(C(=O)O)C=C1)OCC1=CC=C(C=C1)C(F)(F)F |&1:4|